BrC1=CC(=C(OC2=C(C=C(C=C2)C2C=3C(NC(C2)=O)=NNC3)OC)C=C1)C(C)(C)C 4-[4-(4-bromo-2-tert-butylphenoxy)-3-methoxyphenyl]-2h,4h,5h,6h,7h-pyrazolo[3,4-b]pyridin-6-one